tert-butyl (1-(3-(4-(hydroxymethyl)-1H-imidazol-1-yl)propyl)piperidin-4-yl)carbamate OCC=1N=CN(C1)CCCN1CCC(CC1)NC(OC(C)(C)C)=O